3-bromo-2-(3-methoxypyridin-4-yl)-1-(4-methylbenzene-1-sulfonyl)-1H-pyrrolo[3,2-b]pyridine BrC1=C(N(C=2C1=NC=CC2)S(=O)(=O)C2=CC=C(C=C2)C)C2=C(C=NC=C2)OC